8-(2-amino-6-((R)-2,2,2-trifluoro-1-(3'-fluoro-[1,1'-biphenyl]-4-yl)ethoxy)pyrimidine-4-yl)-2-azaspiro[4.5]dec-7-ene-3-carboxylic acid NC1=NC(=CC(=N1)C1=CCC2(CC(NC2)C(=O)O)CC1)O[C@@H](C(F)(F)F)C1=CC=C(C=C1)C1=CC(=CC=C1)F